NC1=NC=NN2C1=CC=C2[C@@H]2O[C@]([C@@H]1[C@H]2OC(O1)(C)C)(CF)CO ((3aS,4R,6S,6aS)-6-(4-aminopyrrolo[2,1-f][1,2,4]triazin-7-yl)-4-(fluoromethyl)-2,2-dimethyltetrahydrofurano[3,4-d][1,3]dioxol-4-yl)methanol